dilaurylsulphate C(CCCCCCCCCCC)OS(=O)(=O)OCCCCCCCCCCCC